C(C=C)(=O)N1CC2(C1)C(N(CC2)C2=NC1=CC(=CC=C1C(=C2C#N)C2=C(C=CC=C2)Cl)C2=CC=NN2C)C 2-(2-acryloyl-5-methyl-2,6-diazaspiro[3.4]octan-6-yl)-4-(2-chlorophenyl)-7-(1-methyl-1H-pyrazol-5-yl)quinoline-3-carbonitrile